FC1=CC=C(C=C1)C12CC3(CC(CC(C1)C3)C2)C(=O)O 3-(4-Fluoro-phenyl)adamantane-1-carboxylic acid